4-fluoro-N-{phenyl-[4-(prop-2-yl)phenyl]methyl}-1-[2-(1H-1,2,3,4-tetrazol-1-yl)acetyl]pyrrolidine-2-carboxamide FC1CC(N(C1)C(CN1N=NN=C1)=O)C(=O)NC(C1=CC=C(C=C1)C(C)C)C1=CC=CC=C1